2-(3-ethoxy-2-fluorophenyl)-5-[1-(benzenesulfonyl)-1H-pyrrolo[2,3-b]pyridin-4-yl]-1H-pyrrole-3-carboxylic acid methyl ester COC(=O)C1=C(NC(=C1)C1=C2C(=NC=C1)N(C=C2)S(=O)(=O)C2=CC=CC=C2)C2=C(C(=CC=C2)OCC)F